6,6-dimethyl-4-(3-((2-((3-methyl-1-(1-methylpiperidin-4-yl)-1H-pyrazol-4-yl)amino)-5-(trifluoromethyl)pyrimidin-4-yl)amino)propyl)-1,4-oxazepan-5-one CC1(C(N(CCOC1)CCCNC1=NC(=NC=C1C(F)(F)F)NC=1C(=NN(C1)C1CCN(CC1)C)C)=O)C